C1(CC1)N1CCN(CC1)C1=CC=2N(C=C1)C(=CN2)C2=CC=C(C=C2)[N+](=O)[O-] 7-(4-Cyclopropylpiperazin-1-yl)-3-(4-nitrophenyl)imidazo[1,2-a]pyridine